COC1CCN(CC1)CCOCC1=CC=CC=N1 6-((2-(4-methoxypiperidin-1-yl)ethoxy)methyl)pyridin